C(C)(C)N1N=CC(=C1C)C1=NC=2C(=NC=CC2C=2C=C3CCCC(C3=CC2)NC(=O)N2CC(C2)OC(C)(C)C)N1 3-tert-Butoxy-azetidine-1-carboxylic acid {6-[2-(1-isopropyl-5-methyl-1H-pyrazol-4-yl)-3H-imidazo[4,5-b]pyridin-7-yl]-1,2,3,4-tetrahydro-naphthalen-1-yl}-amide